(S)-4-(6-Chloro-5-fluoro-2-oxo-1,2-dihydrospiro[benzo[d][1,3]oxazine-4,3'-pyrrolidin]-1'-yl)picolinic acid ClC1=C(C2=C(NC(O[C@]23CN(CC3)C3=CC(=NC=C3)C(=O)O)=O)C=C1)F